ClC=1C=2C3=C(N(C2C=C2C1CCC2=O)C(C2CCOCC2)C2=CC=CC=C2)C=C(C=N3)C3=C(N=NN3C)C 10-chloro-3-(1,4-dimethyl-1H-1,2,3-triazol-5-yl)-5-(phenyl-(tetrahydro-2H-pyran-4-yl)methyl)-8,9-dihydro-cyclopenta[f]pyrido[3,2-b]indol-7(5H)-one